C(CCCCCCCCCCCCCCC)N1C(=C(C(C=C1)=O)O)C(C)=O N-hexadecyl-2-acetyl-3-hydroxypyridine-4-one